4-(azetidin-3-yl)-2-fluoropyridine TFA salt OC(=O)C(F)(F)F.N1CC(C1)C1=CC(=NC=C1)F